C1(CC1)N1N=CC(=C1)C=1C=C(C=CC1)NC[C@@H]1CC[C@H](CC1)C=1C=CC(=NC1)N(C)C 5-(trans-4-(((3-(1-Cyclopropyl-1H-pyrazol-4-yl)phenyl)amino)methyl)cyclohexyl)-N,N-dimethylpyridin-2-amine